ethyl 2,4-dichloro-7-fluoro-1,5-naphthyridine-3-carboxylate ClC1=NC2=CC(=CN=C2C(=C1C(=O)OCC)Cl)F